((S)-11-(5-chloro-2,4-difluorophenyl)-3-methoxy-6-oxo-10-(trifluoromethyl)-3,4-dihydro-2H,6H-[1,4]thiazepino[2,3,4-ij]quinazolin-8-yl)piperazine-1-carboxylate ClC=1C(=CC(=C(C1)C1=C(C=C2C(=NC(N3C2=C1SC[C@H](C3)OC)=O)OC(=O)N3CCNCC3)C(F)(F)F)F)F